cis-8-dimethylamino-3-[(4-methoxyphenyl)-methyl]-8-phenyl-1-(pyridin-3-yl-methyl)-1,3-diazaspiro[4.5]decan-2-one CN(C1(CCC2(CN(C(N2CC=2C=NC=CC2)=O)CC2=CC=C(C=C2)OC)CC1)C1=CC=CC=C1)C